OC1CN(CC1)CC(=O)N1CCC(CC1)NCC=1C=C2C=C(N(C2=CC1)CC(F)(F)F)C#CCNC=1C=CC(=NC1)C(C#N)(C)C 2-{5-[(3-{5-[({1-[2-(3-hydroxypyrrolidin-1-yl)acetyl]-piperidin-4-yl}amino)methyl]-1-(2,2,2-trifluoroethyl)-1H-indol-2-yl}prop-2-yn-1-yl)amino]pyridin-2-yl}-2-methylpropanenitrile